1,3-bis(carboxyphenoxy)propane methyl-3-bromo-2-methoxyimidazo[1,5-a]pyrimidine-8-carboxylate COC(=O)C=1N=CN2C1N=C(C(=C2)Br)OC.C(=O)(O)C2=C(OCCCOC1=C(C=CC=C1)C(=O)O)C=CC=C2